ClC=1C(=C(C=CC1OC(F)F)NC=1C2=C(N=CN1)C=CC(=N2)N2[C@H]1CN([C@@H](C2)CC1)C(C=C)=O)F 1-((1R,4R)-5-(4-((3-chloro-4-(difluoromethoxy)-2-fluorophenyl)amino)pyrido[3,2-d]pyrimidin-6-yl)-2,5-diazabicyclo[2.2.2]octan-2-yl)prop-2-en-1-one